CC1=C(C=C(C=C1)C)CC(=O)NC1CN(C(C1)=O)C1=CC=C(C=C1)F 2-(2,5-dimethylphenyl)-N-[1-(4-fluorophenyl)-5-oxopyrrolidin-3-yl]acetamide